5-(3-fluoropyridin-2-yl)-2H-pyrazolo[3,4-b]pyridin FC=1C(=NC=CC1)C1=CC=2C(N=C1)=NNC2